3-(4-(N-methylethylsulfonamido)phenyl)-1H-pyrazole-4-carboxamide CN(S(=O)(=O)CC)C1=CC=C(C=C1)C1=NNC=C1C(=O)N